C1(=CC=CC2=CC=CC=C12)C(C)N 1-(1-naphthyl)ethanamine